Pyrrolide [N-]1C=CC=C1